NC1=C(C(N(C2=CC(=CC=C12)C(F)(F)F)C1=CC=C(C=C1)C(C)O)=O)C(=O)OC methyl 4-amino-1-(4-(1-hydroxyethyl)phenyl)-2-oxo-7-(trifluoromethyl)-1,2-dihydroquinoline-3-carboxylate